OC1C(C(N(CC1)C)(C)C)C 4-hydroxy-tetramethylpiperidin